OC(C(=O)O)(O)C1=CC(=CC=C1)OCC hydroxy-3-ethoxymandelic acid